COC1=CC=C(C=C1)C1COC(CC(=O)OC1)=O malonic acid-{(4-methoxyphenyl)-methylene}-dimethyl ester